2,3-dimethoxyphenyl 4-fluorobenzoate FC1=CC=C(C(=O)OC2=C(C(=CC=C2)OC)OC)C=C1